2-Chloro-3-fluoroisonicotinaldehyde ClC=1C(=C(C=O)C=CN1)F